5-chlorobenzofuran-2-carboxamide ClC=1C=CC2=C(C=C(O2)C(=O)N)C1